CC(COC(C)COC(C)COC(C)COC(C)COC(C)COC(C)CO)O Heptapropylenglycol